2-((2-(2,6-dioxopiperidin-3-yl)-1-oxoisoindolin-4-yl)amino)ethane-1-sulfonic acid O=C1NC(CCC1N1C(C2=CC=CC(=C2C1)NCCS(=O)(=O)O)=O)=O